[Sb]([O-])([O-])([O-])=O.[Mn+2].[Pb+] lead manganous antimonate